C1(CCC1)C1=NOC(=C1)CC=1C(=NN(C1)C)I 3-cyclobutyl-5-((3-iodo-1-methyl-1H-pyrazol-4-yl)methyl)isoxazole